hydroxylbenzoylbenzamide OC=1C(=C(C(=O)N)C=CC1)C(C1=CC=CC=C1)=O